8-[6-(1-acetylpiperidin-4-yl)-7-difluoromethyl-3,4-dihydro-2H-quinolin-1-yl]-3-chloro-[1,7]naphthyridine-6-carboxylic acid methylamide CNC(=O)C=1C=C2C=C(C=NC2=C(N1)N1CCCC2=CC(=C(C=C12)C(F)F)C1CCN(CC1)C(C)=O)Cl